BrC1=C(C#N)C=C(C=C1)S(F)(F)(F)(F)F 2-bromo-5-(pentafluoro-lambda6-sulfanyl)benzonitrile